N-t-butoxycarbonyl-(Boc)piperazine C(C)(C)(C)OC(=O)N1C(CNCC1)C(=O)OC(C)(C)C